CC1(CCC2=NC(=CC=C2C(O1)=O)NC(OC(C)(C)C)=O)C tert-butyl (7,7-dimethyl-5-oxo-5,7,8,9-tetrahydrooxepino[4,3-b]pyridin-2-yl)carbamate